3-(5-cyano-4-((tetrahydro-2H-pyran-4-yl)amino)pyridin-2-yl)-1-(6-formyl-5-((4-methyl-2-oxopiperazin-1-yl)methyl)pyridin-2-yl)-1-methylurea C(#N)C=1C(=CC(=NC1)NC(N(C)C1=NC(=C(C=C1)CN1C(CN(CC1)C)=O)C=O)=O)NC1CCOCC1